O=C1NC(CCC1N1C(C2=CC=C(C=C2C1)CNC(=O)NC1=CC=C(C=C1)OCC1CCC(CC1)CO)=O)=O 1-((2-(2,6-Dioxopiperidin-3-yl)-1-oxoisoindolin-5-yl)methyl)-3-(4-(((1r,4r)-4-(hydroxymethyl)cyclohexyl)methoxy)phenyl)urea